N-(1-Benzyl-2-oxopyrrolidin-3-yl)-2-ethynyl-N-(4-fluoro-3,5-dimethoxyphenyl)thiazole-4-carboxamide C(C1=CC=CC=C1)N1C(C(CC1)N(C(=O)C=1N=C(SC1)C#C)C1=CC(=C(C(=C1)OC)F)OC)=O